Racemic-cis-5-(1-(tert-butyl)-3-nitro-1H-pyrazol-5-yl)tetrahydrofuran-3-ol C(C)(C)(C)N1N=C(C=C1[C@@H]1C[C@@H](CO1)O)[N+](=O)[O-] |r|